methyl 6-bromo-2-methyl-1H-benzimidazole-4-carboxylate BrC=1C=C(C2=C(NC(=N2)C)C1)C(=O)OC